ethyl 2-(4-methoxypiperidin-1-yl)-1,3-thiazole-5-carboxylate COC1CCN(CC1)C=1SC(=CN1)C(=O)OCC